N-[2-(5-chloro-1,3-benzoxazol-2-yl)-2-azaspiro[3.3]heptan-6-yl]-2-(2-methoxyethoxy)pyridine-4-carboxamide ClC=1C=CC2=C(N=C(O2)N2CC3(C2)CC(C3)NC(=O)C3=CC(=NC=C3)OCCOC)C1